disodium embonate monohydrate C1=CC=C2C(=C1)C=C(C(=C2CC3=C(C(=CC4=CC=CC=C43)C(=O)O)[O-])[O-])C(=O)O.O.[Na+].[Na+]